2-[CYCLOHEXYL(METHYL)AMINO]ACETALDEHYDE C1(CCCCC1)N(CC=O)C